diphthalimide oxalate C(C(=O)O)(=O)O.C1(C=2C(C(N1)=O)=CC=CC2)=O.C2(C=1C(C(N2)=O)=CC=CC1)=O